Benzimidazobenz-imidazol N1=CN=C2C1=CC=C1C2=CC=C2C1=NC=N2